tert-butyl N-(tert-butoxycarbonylamino)-N-pyrimidin-5-yl-carbamate C(C)(C)(C)OC(=O)NN(C(OC(C)(C)C)=O)C=1C=NC=NC1